[[2-[(2R,5S)-2-(1,3-benzothiazol-5-yl)-5-methyl-1-piperidyl]-2-oxo-acetyl]amino]-2-methoxy-pyridine-3-carboxamide S1C=NC2=C1C=CC(=C2)[C@@H]2N(C[C@H](CC2)C)C(C(=O)NC2=C(C(=NC=C2)OC)C(=O)N)=O